O1CCN(CC1)C1=CC=C(C=C1)N1N=NC=C1 1-(4-morpholinophenyl)-1H-1,2,3-triazol